fluoroquinazolineamide FC1=NC(=NC2=CC=CC=C12)C(=O)N